3-isopropyl-1H-indole-1-carboxylic acid tert-butyl ester C(C)(C)(C)OC(=O)N1C=C(C2=CC=CC=C12)C(C)C